ClC=1C=C(C=CC1Cl)S(=O)(=O)C1=CC=C(C=C1)NC(=O)NCC1=CC=NC=C1 1-[4-(3,4-Dichloro-benzenesulfonyl)-phenyl]-3-pyridin-4-ylmethyl-urea